1-(1-(3,5-dichlorophenyl)-2-(dimethylamino)ethyl)-4-(5-morpholino-1H-pyrrolo[2,3-b]pyridin-3-yl)pyridin-2(1H)-one ClC=1C=C(C=C(C1)Cl)C(CN(C)C)N1C(C=C(C=C1)C1=CNC2=NC=C(C=C21)N2CCOCC2)=O